C1=CC2=C3C(=C1)C4=C5C6=C(C=CC(=C36)C=C2)C7=C8C5=C(C=C4)C9=C1C8=C(C=C7)C2=CC=CC3=C2C1=C(C=C3)C=C9 tetrabenzo[def,lm,qrs,yz]pyranthrene